ClC1=C(C(=CC=C1Cl)O)[C@H]1C[C@@H]2N(C(CN(C2)C(CC(F)F)=O)=O)C1 (7R,8aS)-7-(2,3-dichloro-6-hydroxyphenyl)-2-(3,3-difluoropropanoyl)-hexahydropyrrolo[1,2-a]pyrazin-4-one